tert-butyl N-ethyl-N-[1-[6-fluoro-7-[(8-fluoro-7-methoxy-2-methyl-imidazo[1,2-a]pyridin-6-yl)carbamoyl]-1H-indazol-4-yl]-4-piperidyl]carbamate C(C)N(C(OC(C)(C)C)=O)C1CCN(CC1)C1=C2C=NNC2=C(C(=C1)F)C(NC=1C(=C(C=2N(C1)C=C(N2)C)F)OC)=O